ClC=1C(=NC=C(C1)Cl)OCCCN1C(NC2=C1C=C(C=C2)C(=O)OC)=O Methyl 3-(3-((3,5-dichloropyridin-2-yl)oxy)propyl)-2-oxo-2,3-dihydro-1H-benzo[d]imidazole-5-carboxylate